2,3-Dilinoleoxy-N,N-dimethylpropylamine C(CCCCCCC\C=C/C\C=C/CCCCC)OC(CN(C)C)COCCCCCCCC\C=C/C\C=C/CCCCC